1-(5-(3-cyano-6-(1-methyl-1H-pyrazol-4-yl)pyrazolo[1,5-a]pyridin-4-yl)pyridin-2-yl)-N-isopropylazetidine-3-carboxamide C(#N)C=1C=NN2C1C(=CC(=C2)C=2C=NN(C2)C)C=2C=CC(=NC2)N2CC(C2)C(=O)NC(C)C